B([O-])([O-])[O-].[Co+3](Cl)Cl cobalt chloride, boric acid salt